2-(2,6-dimethylpyridin-4-yl)-9H-carbazole CC1=NC(=CC(=C1)C1=CC=2NC3=CC=CC=C3C2C=C1)C